3-(5-((((3S,4S)-8-(6-amino-5-((2-amino-3-chloropyridin-4-yl)thio)pyrazin-2-yl)-3-methyl-2-oxa-8-azaspiro[4.5]decan-4-yl)amino)methyl)-6-bromo-1-oxoisoindolin-2-yl)piperidine-2,6-dione NC1=C(N=CC(=N1)N1CCC2([C@@H]([C@@H](OC2)C)NCC=2C=C3CN(C(C3=CC2Br)=O)C2C(NC(CC2)=O)=O)CC1)SC1=C(C(=NC=C1)N)Cl